tert-butyl 2-((1H-indol-6-yl)amino)-7,8-dihydropyrido[4,3-d]pyrimidine-6(5H)-carboxylate N1C=CC2=CC=C(C=C12)NC=1N=CC2=C(N1)CCN(C2)C(=O)OC(C)(C)C